C(C)OC1C2C3CC(CC3C(C1)C2)SC(CC(=O)C2C(C=CCC2(C)C)C)C 3-[(8-Ethoxy-4-tricyclo[5.2.1.02,6]decanyl)sulfanyl]-1-(2,6,6-trimethylcyclohex-3-en-1-yl)butan-1-one